(S)-3-(5-(((S)-1-ethyl-4,4-difluoropiperidin-2-yl)methoxy)-1-oxoisoindolin-2-yl)piperidine-2,6-dione C(C)N1[C@@H](CC(CC1)(F)F)COC=1C=C2CN(C(C2=CC1)=O)[C@@H]1C(NC(CC1)=O)=O